C(C)C1=NC(=NO1)C=1C=C(C(=O)NCCC(=O)NC=2SC(=C(N2)C)C(=O)OCC)C=CC1 Ethyl 2-(3-(3-(5-ethyl-1,2,4-oxadiazol-3-yl)benzamido)propanamido)-4-methylthiazole-5-carboxylate